pyrrolopyridinebisamide N1C(=C(C2=C1C=CC=N2)C(=O)N)C(=O)N